ClC1=C(C(=C(C=C1Cl)OC)F)[C@@H](N[S@](=O)C(C)(C)C)C12CCC(CC1)(C2)F (R)-N-((S)-(2,3-dichloro-6-fluoro-5-methoxyphenyl)(4-fluorobicyclo[2.2.1]hept-1-yl)methyl)-2-methylpropan-2-sulfinamide